BrC1=CC=C(C=C1)S(=O)CCC(=O)OC(C)(C)C tert-butyl 3-(bromobenzene-4-sulfinyl)-propionate